Imidazole-5-yl-N-methyl-2-morpholinopropanamide N1C=NC=C1C(C(=O)NC)(C)N1CCOCC1